C1CC12NCCN(C2)C=2C=C(C=NC2)C=2C(=C(C=C(C2)F)C2=CC(=C(C=C2)N2C(N(C=C2)C)=O)Cl)O 1-(3'-(5-(4,7-diazaspiro[2.5]oct-7-yl)pyridin-3-yl)-3-chloro-5'-fluoro-2'-hydroxy-[1,1'-biphenyl]-4-yl)-3-methyl-1H-imidazol-2(3H)-one